4-(4-chloro-6-(4-(4-isopropylpiperazin-1-yl)phenyl)-1-methyl-1H-benzo[d]imidazol-2-yl)tetrahydro-2H-thiopyran 1,1-dioxide ClC1=CC(=CC=2N(C(=NC21)C2CCS(CC2)(=O)=O)C)C2=CC=C(C=C2)N2CCN(CC2)C(C)C